azacyclotetradecen-8-amine N1=CCCCCCC(CCCCCC1)N